CC1=C(C(CC=C1)(C)C)C(\C=C\C)=O (E)-1-(2,6,6-trimethyl-cyclohexa-1,3-dien-1-yl)but-2-en-1-one